NC1(CN(C1)C=1SC(=C(N1)C)OC1=C(C=C(C=C1)N1N=CN(C1=O)CC1=C(C=CC=C1F)F)F)C(F)F 2-(4-((2-(3-amino-3-(difluoromethyl)azetidin-1-yl)-4-methylthiazol-5-yl)oxy)-3-fluorophenyl)-4-(2,6-difluorobenzyl)-2,4-dihydro-3H-1,2,4-triazol-3-one